2,3-difluoro-5-(5-fluoropyrimidin-2-yl)aniline FC1=C(N)C=C(C=C1F)C1=NC=C(C=N1)F